[O-2].[O-2].[O-2].[In+3].[Au+3] gold indium trioxide